NC1=NC=NC(=C1OCCN(C(OC(C)(C)C)=O)C)C1=CC(=C(C=C1)CNC(=O)C=1OC(=NN1)C(C)(C)C)C tert-butyl (2-((4-amino-6-(4-((5-(tert-butyl)-1,3,4-oxadiazole-2-carboxamido)methyl)-3-methylphenyl)pyrimidin-5-yl)oxy)ethyl)(methyl)-carbamate